N-[2-methoxy-4-(trifluoromethyl)phenyl]5-(2-pyridyl)-1H-pyrrole-3-sulfonamide COC1=C(C=CC(=C1)C(F)(F)F)NS(=O)(=O)C1=CNC(=C1)C1=NC=CC=C1